tert-butyl 4-[4-[(8-fluoro-2-methyl-imidazo[1,2-a]pyridin-6-yl)carbamoyl]-2-methoxy-1,3-benzothiazol-7-yl]piperazine-1-carboxylate FC=1C=2N(C=C(C1)NC(=O)C1=CC=C(C3=C1N=C(S3)OC)N3CCN(CC3)C(=O)OC(C)(C)C)C=C(N2)C